CC1=CC=C(C=C1)CC=O 4-methyl-benzeneacetaldehyde